N1=CC(=CC=C1)OC1=CC=C(C=C1)NC(=O)[C@@H]1N(CCCC1)C(=O)OC(C)(C)C tert-butyl (2R)-2-[[4-(3-pyridyloxy)phenyl]carbamoyl]piperidine-1-carboxylate